1-cyclobutyl-3-(((2-(trimethylsilyl)ethoxy)methoxy)methyl)-1H-pyrazol-4-ol C1(CCC1)N1N=C(C(=C1)O)COCOCC[Si](C)(C)C